5-Fluoro-7-(6-fluoro-2-methyl-2H-indazol-5-yl)-3-(piperidin-4-yl)cinnoline Lithium cobalt yttrium [Y].[Co].[Li].FC1=C2C=C(N=NC2=CC(=C1)C1=CC2=CN(N=C2C=C1F)C)C1CCNCC1